[5-(3-Cyclopropoxyphenyl)-1-[[2-(dimethylamino)phenyl]methyl]-1H-pyrazol-3-yl]methanol C1(CC1)OC=1C=C(C=CC1)C1=CC(=NN1CC1=C(C=CC=C1)N(C)C)CO